triamylamine C(CCCC)N(CCCCC)CCCCC